C1=CC(=CC=2SC3=C(C21)C=CC=C3)C=3C=CC=2N(C3)C=CN2 6-(Dibenzothiophen-3-yl)imidazo[1,2-a]pyridine